C(=O)C1=NN(C=C1)C(C(=O)OCC)(C)C ethyl 2-(3-formyl-1H-pyrazol-1-yl)-2-methylpropionate